FC1(C(=C(C(C1(F)F)(F)F)C1=C(SC(=C1)C#C)C)C1=C(SC(=C1)C#C)C)F 3,3'-(perfluorocyclopent-1-en-1,2-diyl)bis(5-ethynyl-2-methylthiophene)